hydroxy-5'-methylphenyl-azobenzene OC=1C(=C(C=C(C1)C)N=NC1=CC=CC=C1)C1=CC=CC=C1